N-[(2R,3S)-3-{4-[(2S)-2-amino-2-cycloheptylacetamido]-3-fluorophenyl}-1-{5-methyl-2,5-diazabicyclo[4.1.0]heptan-2-yl}-1-oxobutan-2-yl]propanamide N[C@H](C(=O)NC1=C(C=C(C=C1)[C@@H]([C@H](C(=O)N1C2CC2N(CC1)C)NC(CC)=O)C)F)C1CCCCCC1